tert-butyl (7S)-7-(hydroxymethyl)octahydro-2H-pyrazino[1,2-a]pyrazine-2-carboxylate OC[C@H]1NCC2N(CCN(C2)C(=O)OC(C)(C)C)C1